5-(2-((tert-Butyldimethylsilyl)oxy)ethyl)-1-(tetrahydro-2H-pyran-2-yl)-4-(4,4,5,5-tetramethyl-1,3,2-dioxaborolan-2-yl)-1,5,6,7-tetrahydrocyclopenta[f]indazole [Si](C)(C)(C(C)(C)C)OCCC1CCC2=C1C(=C1C=NN(C1=C2)C2OCCCC2)B2OC(C(O2)(C)C)(C)C